NC1=C(SC2=NC(=CC=C21)C)C(=O)N[C@@H]2CC=1C=CC(=NC1CC2)N2C[C@H](NCC2)C 3-amino-6-methyl-N-[(6S)-2-[(3R)-3-methylpiperazin-1-yl]-5,6,7,8-tetrahydroquinolin-6-yl]thieno[2,3-b]pyridine-2-carboxamide